1-(5-cyclopropyl-3-fluoropyridin-2-yl)-N-ethylethan-1-amine hydrochloride Cl.C1(CC1)C=1C=C(C(=NC1)C(C)NCC)F